C(C)NC(OCC(N(C)C1=C(C=CC(=C1)Cl)COC1=C(C=C(C(=C1)F)N(S(=O)(=O)C1=NC=NS1)CC1=C(C=C(C=C1)OC)OC)F)C(C)(C)C)=O (tert-butyl 2-((5-chloro-2-((4-(N-(2,4-dimethoxybenzyl)-N-(1,2,4-thiadiazol-5-yl) sulfonylamino)-2,5-difluorophenoxy) methyl) phenyl) (methyl) amino) ethyl) (ethyl)-carbamate